NC1(CC=CC=C1)C1=CC=C(C=C1)N 1,4'-diamino-biphenyl